ClC1=C(C2=C(NC(O[C@]23CN(CC3)C3=CC(=CN=N3)C(=O)NCC3=CC=C(C=C3)C=O)=O)C=C1)F (S)-6-(6-Chloro-5-fluoro-2-oxo-1,2-dihydrospiro[benzo[d][1,3]oxazine-4,3'-pyrrolidin]-1'-yl)-N-(4-formylbenzyl)pyridazine-4-carboxamide